3,8-dioxadodecene C=COCCCCOCCCC